NCC(C=1N=C(SC1)CO)NC(=O)C=1NC(=CC1C)C1=NC=C(C=C1)C(F)(F)F N-(2-Amino-1-(2-(hydroxymethyl)thiazol-4-yl)ethyl)-3-methyl-5-(5-(trifluoromethyl)pyridin-2-yl)-1H-pyrrole-2-carboxamide